(S)-2,2-dimethylcyclopropane-1-carboxylic acid CC1([C@H](C1)C(=O)O)C